N-(but-3-en-1-yl)-N-(5-chloro-2-(1-phenylethenyl)phenyl)-4-methylbenzenesulfonamide C(CC=C)N(S(=O)(=O)C1=CC=C(C=C1)C)C1=C(C=CC(=C1)Cl)C(=C)C1=CC=CC=C1